FC1=C2C=NC(=NC2=CC=C1CN1C[C@H](CC1)OC=1C=C2CN(C(C2=CC1)=O)[C@@H]1C(NC(CC1)=O)=O)C1CCOCC1 (S)-3-(5-(((S)-1-((5-Fluoro-2-(tetrahydro-2H-pyran-4-yl)quinazolin-6-yl)methyl)pyrrolidin-3-yl)oxy)-1-oxoisoindolin-2-yl)piperidine-2,6-dione